NC=1C2=C(N=CN1)N(C=C2C(=O)NC2=NNC(=C2)C)C2(CC2)C 4-amino-N-(5-methyl-1H-pyrazol-3-yl)-7-(1-methylcyclopropyl)-7H-pyrrolo[2,3-d]pyrimidine-5-carboxamide